C(C)(C)(C)C=1C=C(C=C(C1O)C(C)(C)C)OC(CC)=O.ClC=1C=C(C=C(C1)Cl)C1(CC(=NO1)C1=CC(=C(C(=O)NC2CS(C2)=O)C=C1)C)C(F)(F)F 4-[5-(3,5-dichlorophenyl)-5-(trifluoromethyl)-4,5-Dihydro-1,2-oxazol-3-yl]-2-methyl-N-(1-oxoThietan-3-yl)benzamide 3,5-di-tert-butyl-4-hydroxy-phenylpropionate